O=C1NC(CCC1N1C(C2=CC=C(C=C2C1=O)N(C1C(CCC1)N1CCCCC1)C)=O)=O 2-(2,6-dioxopiperidin-3-yl)-5-(methyl(2-(piperidin-1-yl)cyclopentyl)amino)isoindoline-1,3-dione